C1=C(C=C(C(=C1Br)N)Br)Br tribromoaniline